BrC=1C=C2C(=NC1)N(C=C2C2=CC=C(C=C2)S(=O)(=N)C)S(=O)(=O)CC2=CC=CC=C2 5-bromo-3-(4-(S-methylsulphonimidoyl)phenyl)-1-toluenesulphonyl-1H-pyrrolo[2,3-b]pyridine